BrC=1C=2C(N=C(C1)Cl)=CN(N2)C2CCN(C1(CC1)C2)C(=O)OC(C)(C)C tert-butyl 7-(7-bromo-5-chloro-pyrazolo[4,3-b]pyridin-2-yl)-4-azaspiro[2.5]octane-4-carboxylate